(4-(6-chloropyrimidin-4-yl)-2-methylphenyl)methylamine ClC1=CC(=NC=N1)C1=CC(=C(C=C1)CN)C